[Cl-].[Cl-].[Ti+2].ClC1=C(OC2=C(C=CC2)C)C(=CC=C1)Cl 2,6-dichlorophenoxy(2-methylcyclopentadiene) titanium dichloride